((trifluoromethyl)thio)benzo[b]thiophene-2-carbaldehyde FC(SC=1C2=C(SC1C=O)C=CC=C2)(F)F